FC1=C(C=CC=C1)[C@]1([C@@H]2CCN(C[C@H]12)C1=CN=C2C(=N1)NN=C2C=2C=NN(C2)C)CN ((1S,6R,7R)-7-(2-fluorophenyl)-3-(3-(1-methyl-1H-pyrazol-4-yl)-1H-pyrazolo[3,4-b]pyrazin-6-yl)-3-azabicyclo[4.1.0]heptan-7-yl)methanamine